C1(=CC(=CC=C1)N)N 1,3-phenylenediamine